FC(CN1N=CC=2C1=NC(=CN2)N2C[C@H]1C([C@H]1C2)COC2=NC=CC(=C2)C(F)(F)F)F (1R,5S,6S)-3-[1-(2,2-difluoroethyl)-1H-pyrazolo[3,4-b]pyrazin-6-yl]-6-({[4-(trifluoromethyl)pyridin-2-yl]oxy}methyl)-3-azabicyclo[3.1.0]hexane